ClC=1C(=CC(=C(C1)N(C(OC(C)(C)C)=O)C[2H])F)F tert-butyl (5-chloro-2,4-difluorophenyl)(deuteromethyl)carbamate